FC=1C=C(C=CC1OC)C=1N(C2=CC=C(C=C2C1)N1CCC(CC1)C(CN)=O)C1=C(C#N)C=CC=C1 (2-(3-fluoro-4-methoxyphenyl)-5-(4-glycylpiperidin-1-yl)-1H-indol-1-yl)benzonitrile